CC1=C(C=C)C(=CC(=C1)C)C 2,4,6-trimethyl-styrene